1-(2,2-difluoroethyl)-5-(3-isopropyl-5-(1-methylpiperidin-4-yl)-1H-indol-2-yl)-3-methylpyridin-2(1H)-one FC(CN1C(C(=CC(=C1)C=1NC2=CC=C(C=C2C1C(C)C)C1CCN(CC1)C)C)=O)F